OC=1C(=NC=C(C1)C=1C=NN(C1)C1=CC=CC=C1)C(=O)NCCC(=O)O 3-(3-Hydroxy-5-(1-phenyl-1H-pyrazol-4-yl)pyridinecarboxamido)propanoic acid